FC(S(=O)(=O)OC1=C(C=CC=C1)C1=C(C=CC2=CC=CC=C12)N(C)C)(F)F 2-(2-(Dimethylamino)naphthalen-1-yl)phenyl trifluoromethanesulfonate